C\C(=C(/C(=O)O)\CCOC(C(C)C)=O)\C(=O)O.NCC1(CCN(CC1)C1=NN2C(S1)=NC=C2C=2C(=NC(=CC2)C(C)C)OC(C)C)O 4-(aminomethyl)-1-(5-(2-isopropoxy-6-isopropylpyridin-3-yl)imidazo[2,1-b][1,3,4]thiadiazol-2-yl)piperidin-4-ol methyl-(2-methyl-propanoyloxy)ethyl-(2E)-but-2-ene-1,4-dioate